OC[C@H](C#CC1=CC=C(C=C1)C1=CC=C(C=C1)C1CC(C1)O)N1C(=NC=C1)[C@H](C)O 3-(4'-((S)-4-hydroxy-3-(2-((S)-1-hydroxyethyl)-1H-imidazol-1-yl)but-1-yn-1-yl)-[1,1'-biphenyl]-4-yl)cyclobutan-1-ol